1-(2-bromo-5-methylphenoxy)cyclopropane-1-carboxylic acid BrC1=C(OC2(CC2)C(=O)O)C=C(C=C1)C